2,3,4,5-tetrahydro-1,5-benzoxazepine-4-one hydrochloride Cl.O1CCC(NC2=C1C=CC=C2)=O